CC1=CC=C(C=N1)C=1C=2N(C(=C(C1)OCC(C)(C)O)C)N=CC2C#N 4-(6-methylpyridin-3-yl)-6-(2-hydroxy-2-methylpropyloxy)-7-methylpyrazolo[1,5-a]pyridine-3-carbonitrile